CS(=O)(C)=NC1=NC(=CC(=C1)NC(OC(C)(C)C)=O)C(F)(F)F tert-butyl (2-((dimethyl(oxo)-λ6-sulfaneylidene)amino)-6-(trifluoromethyl)pyridin-4-yl)carbamate